COC(=O)C=1NC2=CC=C(C=C2C1)O 5-hydroxy-1H-indole-2-carboxylic acid methyl ester